CC1=NOC(=C1C=1C=C2C(=NC1)C1=C(N2C(C2=C(C=CC=C2)C)C2CCOCC2)C(=NN1C)C(=O)OC)C methyl 6-(3,5-dimethylisoxazol-4-yl)-1-methyl-4-((tetrahydro-2H-pyran-4-yl) (o-tolyl) methyl)-1,4-dihydropyrazolo[3',4':4,5]pyrrolo[3,2-b]pyridine-3-carboxylate